2-(1H-pyrazole-3-yl)-1,2,3,4-tetrahydroquinoline N1N=C(C=C1)C1NC2=CC=CC=C2CC1